ClC1=C(C=CC(=C1)C(F)(F)F)NC(=O)C1(CCC1)N1N=C2C(=C1)CN(C2)C2CN(C2)C(=O)OC(C)(C)C tert-butyl 3-(2-(1-((2-chloro-4-(trifluoromethyl)phenyl)carbamoyl)cyclobutyl)-2,6-dihydropyrrolo[3,4-c]pyrazol-5(4H)-yl)azetidine-1-carboxylate